4-bromo-1-(oxetan-3-ylmethyl)pyrazole BrC=1C=NN(C1)CC1COC1